CC1(COC1)NC(=O)N1CCN(C2=CC=CC=C12)CC1=NC=CC=C1 N-(3-Methyloxetan-3-yl)-4-(pyridin-2-ylmethyl)-3,4-dihydroquinoxaline-1(2H)-carboxamide